[1,2,4]triazolo[1,5-a]pyridin-7-yloxy{phenyl}-6-(piperazin-1-yl)quinazolin-4-amine N=1C=NN2C1C=C(C=C2)OC2=C1C(=NC(=NC1=CC=C2N2CCNCC2)C2=CC=CC=C2)N